FC1=C(CNC=2C(C(C2NCC2=CC=C(C=C2)C)=O)=O)C=CC(=C1)C1=NOC(=N1)C(F)(F)F 3-((2-fluoro-4-(5-(trifluoromethyl)-1,2,4-oxadiazol-3-yl)benzyl)amino)-4-((4-methylbenzyl)amino)cyclobut-3-ene-1,2-dione